NC1=C2N=CN(C2=NC(=N1)F)[C@H]1C[C@@H]([C@@](O1)(C#C)CO[P@](=O)(OC1=CC=CC=C1)N[C@@H](CC1=CC=CC=C1)C(=O)OCCCCCCCCCCCCCCCCCCCC)OC(=O)OCCCCCC Icosyl ((S)-(((2R,3S,5R)-5-(6-amino-2-fluoro-9H-purin-9-yl)-2-ethynyl-3-(((hexyloxy)carbonyl)oxy)tetrahydrofuran-2-yl)methoxy)(phenoxy)phosphoryl)-L-phenylalaninate